COC1=NC(=CC(=C1C#N)C=1C=NC=CC1)C=1SC=CC1 2'-Methoxy-6'-thiophen-2-yl-[3,4']bipyridinyl-3'-carbonitrile